methoxy-4-trifluoromethylpyrazole COC1=NNC=C1C(F)(F)F